2-((1-((4-chloro-1-methyl-3-(morpholinomethyl)-1H-pyrazol-5-yl)methyl)-3-oxoisoindolin-2-yl)methyl)-5-oxa-7-azaspiro[3.4]octan-6-one ClC=1C(=NN(C1CC1N(C(C2=CC=CC=C12)=O)CC1CC2(C1)OC(NC2)=O)C)CN2CCOCC2